(S)-N-(1-cycloheptyl-2-((5-(1,4-dimethyl-1H-1,2,3-triazol-5-yl)pyridin-2-yl)amino)-2-oxoethyl)-1-methyl-1H-pyrazole-5-carboxamide C1(CCCCCC1)[C@@H](C(=O)NC1=NC=C(C=C1)C1=C(N=NN1C)C)NC(=O)C1=CC=NN1C